C12(CNCC2C1)C=1C(=C(C(=O)OC)C=CC1)F methyl 3-(3-azabicyclo[3.1.0]hexane-1-yl)-2-fluorobenzoate